(S)-2-amino-3-(1-(N-methylcarbamimidoyl)piperidin-4-yl)propanoic acid N[C@H](C(=O)O)CC1CCN(CC1)C(NC)=N